7-(4-methoxybenzyl)-8-methyl-3-(3-methyl-1,2,4-thiadiazol-5-yl)imidazo[1,5-a]pyrazin-7-ium COC1=CC=C(C[N+]2=C(C=3N(C=C2)C(=NC3)C3=NC(=NS3)C)C)C=C1